CC(C)(CC(CC(C)(C)C)C)C 2,2,4,6,6-pentamethylheptane